ClCCC[Si](OC(C)=O)(OC(C)=O)OC(C)=O Gamma-chloropropyl-triacetoxysilane